C(CCC)OP(OCCCC)(=O)CC=C.C(C=C)P(OC(C)C)(OC(C)C)=O diisopropyl allylphosphonate di-n-butyl-allyl-phosphonate